2-(3-fluorobenzylamino)-6-hydroxypurine FC=1C=C(CNC2=NC(=C3NC=NC3=N2)O)C=CC1